methyl 4-bromo-7-methylbenzofuran-6-carboxylate BrC1=CC(=C(C2=C1C=CO2)C)C(=O)OC